2-(1-[7-chloro-3-(morpholin-4-yl)quinoxalin-5-yl]ethylamino)benzoic acid ClC1=CC(=C2N=C(C=NC2=C1)N1CCOCC1)C(C)NC1=C(C(=O)O)C=CC=C1